4-(chloromethyl)-N-(2,2-dimethoxyethyl)-N-methylbenzamide ClCC1=CC=C(C(=O)N(C)CC(OC)OC)C=C1